CC1=C(C(=O)OC)C=C(C=C1)O methyl 2-methyl-5-hydroxybenzoate